3-(4-formylphenyl)-benzene C(=O)C1=CC=C(C=C1)C=1C=CC=CC1